ClC=1C(=NC=CC1)N1N=CC=C1C(=O)N 1-(3-chloro-2-pyridyl)-1H-pyrazole-5-carboxamide